CC1=C(C=C(C=C1)NC(=O)[C@@H]1NCCCC1)C(N[C@H](C)C1=CC(=CC2=CC=CC=C12)C=1C=NNC1)=O |o1:18| (2R)-N-(4-methyl-3-{[(1R*)-1-[3-(1H-pyrazol-4-yl)naphthalen-1-yl]ethyl]carbamoyl}phenyl)piperidine-2-carboxamide